lithium difluorophosphate boron trifluoride B(F)(F)F.P(=O)([O-])(F)F.[Li+]